(S)-2-((S)-4,4-difluoro-3-(6-oxo-1,6-dihydropyridin-3-yl)piperidin-1-yl)-N-((R)-4-(3,5-difluorophenyl)-5,6-dihydro-4H-pyrrolo[1,2-b]pyrazol-2-yl)propanamide FC1([C@H](CN(CC1)[C@H](C(=O)NC=1C=C2N(N1)CC[C@@H]2C2=CC(=CC(=C2)F)F)C)C2=CNC(C=C2)=O)F